CN(C1=CC=C(C(=O)NC2CCC(CC2)NC2=NC(=NC(=C2)C(F)(F)F)N(C)C)C=C1)C 4-(dimethylamino)-N-[(1s,4s)-4-{[2-(dimethylamino)-6-(trifluoromethyl)pyrimidin-4-yl]amino}cyclohexyl]benzamide